4-butoxy-4'-(10-diazoacetoxydecyloxy)azobenzene C(CCC)OC1=CC=C(C=C1)N=NC1=CC=C(C=C1)OCCCCCCCCCCOC(C=[N+]=[N-])=O